OCC([C@@H](C[C@@H]1C(NCC1)=O)NC(=O)[C@H]1N(C[C@H]2[C@@H]1CCC2)C(=O)C=2NC1=CC=CC=C1C2)=O (1S,3aR,6aS)-N-((R)-4-hydroxy-3-oxo-1-((R)-2-oxopyrrolidin-3-yl)butan-2-yl)-2-(1H-indole-2-carbonyl)octahydrocyclopenta[c]pyrrole-1-carboxamide